(4-((6-((2-(1-(Cyclopropylsulfonyl)-1H-pyrazol-4-yl)pyrimidin-4-yl)amino)-4-(((1s,4s)-4-(hydroxymethyl)cyclohexyl)amino)pyridin-3-yl)ethynyl)phenyl)(4-hydroxypiperidin-1-yl)methanone C1(CC1)S(=O)(=O)N1N=CC(=C1)C1=NC=CC(=N1)NC1=CC(=C(C=N1)C#CC1=CC=C(C=C1)C(=O)N1CCC(CC1)O)NC1CCC(CC1)CO